octyl-Phosphoric acid C(CCCCCCC)OP(O)(O)=O